FC1=CC2=C(N=C(S2)N2C[C@@H](NCC2)C)C=C1 6-fluoro-2-[(3S)-3-methylpiperazin-1-yl]1,3-benzothiazole